6-Chloronicotinic acid 2,3,5,6-tetrafluorophenyl ester FC1=C(C(=C(C=C1F)F)F)OC(C1=CN=C(C=C1)Cl)=O